C(C1=CC=CC=C1)(C1=CC=CC=C1)(C1=CC=CC=C1)N1C=NC(=C1)C1=C(C=C2C(C3=CC=CC=C3C2)=O)C=CC=C1 2-(2-(1-trityl-1H-imidazol-4-yl)benzylidene)-2,3-dihydro-1H-inden-1-one